BrC1=C(C=CC=C1)CNC(OC(C)(C)C)=O tert-butyl N-[(2-bromophenyl)methyl]carbamate